3-(4-Methoxyphenyl)-4-phenyl-1,14-dioxadispiro[4.1.57.25]tetradec-3-en-2-on COC1=CC=C(C=C1)C=1C(OC2(C1C1=CC=CC=C1)CC1(CCCCC1)CO2)=O